NC1=C(C=C(C=C1)Cl)NCC1=CC=C(C#N)C=C1 4-(((2-amino-5-chlorophenyl)amino)methyl)benzonitrile